4-tertiary butyl-6-tritylphenoxytitanium dichloride [Cl-].[Cl-].C(C)(C)(C)C1=CC=C(O[Ti+2])C(=C1)C(C1=CC=CC=C1)(C1=CC=CC=C1)C1=CC=CC=C1